CC=1C=C2C(N(C(NC2=CC1)=S)C1=CC=CC=C1)=O 6-methyl-3-phenyl-2-thioxo-2,3-dihydro-quinazolin-4(1H)-one